NC=1N=C(C=C2C=C(N=CC12)NC(=O)C1C(C1)(C)CO)C=1C=NC=CC1C N-(8-amino-6-(4-methylpyridin-3-yl)-2,7-naphthyridin-3-yl)-2-(hydroxymethyl)-2-methylCyclopropanecarboxamide